6-chloro-3-iodopyridin ClC1=CC=C(C=N1)I